O1CCN(CC1)C1=CC=NC=N1 6-morpholinopyrimidin